C(C)(C)(C)OC(=O)OC1=C(C(=O)OC(C)(C)C)C(=CC=C1C(CO)CB1O[C@@]2(C(O1)C[C@@H]1C([C@H]2C1)(C)C)C)COCC tert-butyl 2-((tert-butoxycarbonyl)oxy)-6-(ethoxymethyl)-3-(1-hydroxy-3-((3aS,4R,6R)-3a,5,5-trimethylhexahydro-4,6-methanobenzo[d][1,3,2]dioxaborolan-2-yl)propan-2-yl)benzoate